NC1CC(C1)NC1=NC=C2C=C(N=C(C2=C1)NC(C)C)C(F)F N7-((1r,3r)-3-aminocyclobutyl)-3-(difluoromethyl)-N1-isopropyl-2,6-naphthyridine-1,7-diamine